7-(6-(2-hydroxypropan-2-yl)pyridin-3-yl)-1-((1S,3R)-3-methoxycyclopentyl)-3,4-dihydropyrazino[2,3-b]pyrazin-2(1H)-one OC(C)(C)C1=CC=C(C=N1)C1=CN=C2C(=N1)N(C(CN2)=O)[C@@H]2C[C@@H](CC2)OC